N-(2-chloro-3-(7-chloro-2,4-dioxa-1,2-dihydropteridine-3(4H)-yl)phenyl)pyrazine-2-carboxamide ClC1=C(C=CC=C1N1ONC2=NC(=CN=C2O1)Cl)NC(=O)C1=NC=CN=C1